4-((3-(2-(dimethylamino)ethyl)-1H-indol-4-yl)oxy)-4-oxobutyric acid CN(CCC1=CNC2=CC=CC(=C12)OC(CCC(=O)O)=O)C